CN1S(C2=C(CC1)N=C(C=C2O)O)(=O)=O 2-methyl-1,1-dioxo-3,4-dihydropyrido[2,3-e]thiazine-6,8-diol